7-(5-amino-3-chloro-2-(trifluoromethyl)phenyl)-8-fluoro-2-(((2R,7aS)-2-fluorotetrahydro-1H-pyrrolizin-7a(5H)-yl)methoxy)pyrido[4,3-d]pyrimidin-4-ol NC=1C=C(C(=C(C1)C1=C(C=2N=C(N=C(C2C=N1)O)OC[C@]12CCCN2C[C@@H](C1)F)F)C(F)(F)F)Cl